O=C1NC(CCC1NC(C1=C(C=CC=C1)OC)=O)=O N-(2,6-dioxopiperidin-3-yl)-2-methyl-Oxybenzamide